butanenitrile dihydrochloride Cl.Cl.C(CCC)#N